cyclopropyl-5-methyl-2-isopropyl-Cyclohexanecarboxamide C1(CC1)C1(C(CCC(C1)C)C(C)C)C(=O)N